OC1=C(C(=CC(=C1)C(F)(F)F)C)C=1C=NC=2C(N1)=NN(C2)CC(C#N)(C)C 3-(6-(2-hydroxy-6-methyl-4-(trifluoromethyl)phenyl)-2H-pyrazolo[3,4-b]pyrazin-2-yl)-2,2-dimethylpropanenitrile